9,12,13-Trihydroxy-9-octadecenoic acid OC(CCCCCCCC(=O)O)=CCC(C(CCCCC)O)O